N,N-bis(trifluoromethanesulfonyl)aniline FC(S(=O)(=O)N(C1=CC=CC=C1)S(=O)(=O)C(F)(F)F)(F)F